NC1=C(C=2C(=NC=C(N2)OS(=O)(=O)C(F)(F)F)N1C1=C(C(=CC=C1C)OC)C)C(N)=O trifluoro-methanesulfonic acid R-6-amino-7-carbamoyl-5-(3-methoxy-2,6-dimethylphenyl)-5H-pyrrolo[2,3-b]pyrazin-2-yl ester